N-methyl-3-(1-methylimidazol-4-yl)-4-[[4-(trifluoromethyl)phenyl]methylamino]benzenesulfonamide CNS(=O)(=O)C1=CC(=C(C=C1)NCC1=CC=C(C=C1)C(F)(F)F)C=1N=CN(C1)C